tert-butyl 4-[(3aR,4R,6R,6aS)-6-{2,4-dichloro-5-iodopyrrolo[2,3-d]pyrimidin-7-yl}-2,2-dimethyl-tetrahydro-3aH-cyclopenta[d][1,3]dioxol-4-yl]piperidine-1-carboxylate ClC=1N=C(C2=C(N1)N(C=C2I)[C@@H]2C[C@@H]([C@@H]1[C@H]2OC(O1)(C)C)C1CCN(CC1)C(=O)OC(C)(C)C)Cl